3-Fluoro-N-(6-methyl-5-oxo-2-(o-tolylamino)-5,6-dihydro-1,6-naphthyridin-3-yl)-5-(trifluoromethyl)benzamide tert-butyl-(S)-2-aminobutyrate C(C)(C)(C)OC([C@H](CC)N)=O.FC=1C=C(C(=O)NC=2C(=NC=3C=CN(C(C3C2)=O)C)NC2=C(C=CC=C2)C)C=C(C1)C(F)(F)F